NC1=NC(=C(C=C1C1=NN=C(O1)C(=O)N)C=1C=C2C(=NC=NC2=CC1)C)C1=CC=C(C=C1)F 5-(2-amino-6-(4-fluorophenyl)-5-(4-methylquinazolin-6-yl)pyridin-3-yl)-1,3,4-oxadiazole-2-carboxamide